C1(CC1)C#CC=1C=CC(=C(C1)C(O)C=1N=NN(C1)CC1OCC(CO1)(C)C)C (5-(cyclopropylethynyl)-2-methylphenyl)(1-((5,5-dimethyl-1,3-dioxan-2-yl)methyl)-1H-1,2,3-triazol-4-yl)methanol